C(#N)C=1SC=CC1C1=C(N(C2=CC=CC=C12)S(=O)(=O)C1=CC=C(C=C1)OC)C1=CC=C(C=C1)CCC(=O)N 3-(4-(3-(2-Cyanothiophen-3-yl)-1-((4-methoxyphenyl)sulfonyl)-1H-indol-2-yl)phenyl)propanamide